ClC1=C(C=C(C=N1)C1=CSC2=C1C(N(C=C2)CC(=O)N2CC(C2)(F)CC)=O)C 3-(6-chloro-5-methylpyridin-3-yl)-5-(2-(3-ethyl-3-fluoroazetidin-1-yl)-2-oxoethyl)thieno[3,2-c]pyridin-4(5H)-one